CS(=O)(=O)C=1C=C(C=CC1)NC(=O)C=1C(=NC=C(C1)C(F)(F)F)OC1=CC=C(C=C1)OCC(F)(F)F N-(3-methylsulfonyl-phenyl)-2-[4-(2,2,2-trifluoroethoxy)phenoxy]-5-(trifluoromethyl)pyridine-3-carboxamide